COCC1=C(N=CC=2N(C3=CC=CC(=C3C21)OS(=O)(=O)C(F)(F)F)C(=O)[O-])C(=O)OCC 3-ethyl 4-(methoxymethyl)-5-(((trifluoromethyl)sulfonyl)oxy)-9H-pyrido[3,4-b]indole-3,9-dicarboxylate